(E)-N-[(8-bromoquinoxaline-5-yl)methylidene]hydroxylamine BrC=1C=CC(=C2N=CC=NC12)\C=N\O